[N+](=O)([O-])C=1C(=NC(=C(C1)Cl)Cl)Cl 3-nitro-2,5,6-trichloropyridine